ClC1=C(C=C(C=C1)OC)NC=1C(=NC=CC1)C N-(2-Chloro-5-methoxyphenyl)-2-methylpyridin-3-amine